tert-Butyl (1-methyl-2-oxo-2',3',5',6'-tetrahydrospiro[indoline-3,4'-pyran]-5-yl)carbamate CN1C(C2(CCOCC2)C2=CC(=CC=C12)NC(OC(C)(C)C)=O)=O